2-(diethoxyphenyl)-5-phenyl-1,3,4-oxadiazole C(C)OC=1C(=C(C=CC1)C=1OC(=NN1)C1=CC=CC=C1)OCC